CCOC(=O)C(=C(F)F)CF trifluoro ethyl methacrylate